1-[2-(trimethylsilyl)ethoxy]methyl-1H-pyrrolo[2,3-b]pyridine C[Si](CCOCN1C=CC=2C1=NC=CC2)(C)C